Tert-Butyl 4-(5-bromo-3-oxo-2,3-dihydropyridazin-4-yl)piperazine-1-carboxylate BrC1=C(C(NN=C1)=O)N1CCN(CC1)C(=O)OC(C)(C)C